[Na].[Na].[Na].S(=O)(=O)=C1CC(=CC=C1)P(C=1CC(C=CC1)=S(=O)=O)C=1CC(C=CC1)=S(=O)=O tri(3-sulfonylphenyl)phosphorus trisodium salt